Br[C@H]1C[C@@]2(C(O[C@H]1C2)=O)CC2=CC(=CC=C2)Cl |o1:1,3,6| (1S*,4R*,6S*)-6-bromo-4-(3-chlorobenzyl)-2-oxabicyclo[2.2.1]heptane-3-one